4-[[3-[4-(difluoromethoxy)phenyl]imidazo[1,2-a]pyrazin-8-yl]amino]-N-[2-(2,2-dimethylmorpholin-4-yl)ethyl]-N,2-dimethylbenzamide FC(OC1=CC=C(C=C1)C1=CN=C2N1C=CN=C2NC2=CC(=C(C(=O)N(C)CCN1CC(OCC1)(C)C)C=C2)C)F